N-cetyl-pyridine bromide [Br-].C(CCCCCCCCCCCCCCC)N1CC=CC=C1